FC(C(=O)O)(F)F.NCCCN1CCC(CC1)CC1CCN(CC1)C=1C(=CC2=C(C(C=3NC4=CC(=CC=C4C3C2=O)C#N)(C)C)C1)CC 8-(4-((1-(3-aminopropyl)piperidin-4-yl)methyl)piperidin-1-yl)-9-ethyl-6,6-dimethyl-11-oxo-6,11-dihydro-5H-benzo[b]carbazole-3-carbonitrile 2,2,2-trifluoroacetate